The molecule is a pentasaccharide derivative that is a pentasaccharide phosphate epitope from Leishmania major promastigote lipophosphoglycan. It has a role as an epitope. It is an oligosaccharide phosphate and a pentasaccharide derivative. C([C@@H]1[C@@H]([C@@H]([C@H]([C@@H](O1)O[C@H]2[C@H]([C@H](O[C@H]([C@@H]2O)O[C@H]3[C@H]([C@H](O[C@H]([C@@H]3O)O[C@H]4[C@H]([C@H](O[C@H]([C@@H]4O)O[C@@H]5[C@H](O[C@@H]([C@H]([C@H]5O)O)O)CO)COP(=O)(O)O)O)CO)O)CO)O)O)O)O)O